2-hydroxypentane-2,4-diene-ylidene-2,2-dimethyl-1,3-dioxane-4,6-dione OC(C=C1C(OC(OC1=O)(C)C)=O)=CC=C